((1r,4r)-4-(5-methoxy-2-(trifluoromethyl)phenyl)cyclohexyl)methanol COC=1C=CC(=C(C1)C1CCC(CC1)CO)C(F)(F)F